(S)-hept-6-en-2-ol C[C@@H](CCCC=C)O